C(CCC)C1C(=NN(C1(C(=O)NCCCCCCO)C)C1=CC=CC=C1)C1=CC=C(C=C1)F 4-butyl-3-(4-fluorophenyl)-N-(6-hydroxyhexyl)-5-methyl-1-phenyl-4,5-dihydro-1H-pyrazole-5-carboxamide